4-[(3S)-3-amino-3-methylpyrrolidin-1-yl]-6-cyano-N-(cyclopropylmethyl)-5-(3,5-difluorophenyl)pyridine-3-carboxamide N[C@@]1(CN(CC1)C1=C(C=NC(=C1C1=CC(=CC(=C1)F)F)C#N)C(=O)NCC1CC1)C